2-(3-hydroxyadamantan-1-yl)-N-(7-oxo-4-phenylthieno[2,3-d]pyridazin-6(7H)-yl)acetamide OC12CC3(CC(CC(C1)C3)C2)CC(=O)NN2N=C(C3=C(C2=O)SC=C3)C3=CC=CC=C3